3-(2-(4-(4-(3-(1-benzylpiperidin-4-yl)propionyl)phenyl)-3,6-dihydropyridin-1(2H)-yl)ethyl)-1H-indole-5-carbonitrile C(C1=CC=CC=C1)N1CCC(CC1)CCC(=O)C1=CC=C(C=C1)C=1CCN(CC1)CCC1=CNC2=CC=C(C=C12)C#N